FC=1C=C2C(C(=CN(C2=CC1)C)C(=O)OC)C=O methyl 6-fluoro-4-formyl-1-methyl-1,4-dihydroquinoline-3-carboxylate